C(C=C)C1=CC(=C(OC2OC(C(C(C2O)=O)O)CO)C=C1)OC 2-(4-allyl-2-methoxyphenoxy)-3,5-dihydroxy-6-(hydroxymethyl)tetrahydro-4H-pyran-4-one